OC=1C=C(C=C(C1)O)C=CC1=CC=C(C=C1)O 3,5,4'-trihydroxy-stilbene